Di-thioglucose S=C[C@H](S)[C@@H](O)[C@H](O)[C@H](O)CO